ClC1=C(CC2=C(SC(=C2)S(=O)(=O)CC)C(=O)N)C=CC(=C1)Cl (2,4-dichlorobenzyl)-5-(ethylsulfonyl)thiophene-2-carboxamide